N1(CCCC1)C(=O)C1=CC=C(C=C1)C1=NN2C(S1)=NC=C2C2=CC=C(C#N)C=C2 4-(2-(4-(pyrrolidine-1-carbonyl)phenyl)imidazo[2,1-b][1,3,4]thiadiazol-5-yl)benzonitril